4-(2,6-difluorophenyl)-6-methyl-5-phenylpyridazine FC1=C(C(=CC=C1)F)C1=CN=NC(=C1C1=CC=CC=C1)C